(S)-N-(pyrrol-3-yl)methylsulfonamide Tert-butyl-4-(2-[8-chloro-2-methylimidazo[1,2-a]pyridin-6-yl]thieno[2,3-d][1,3]thiazol-5-yl)piperidine-1-carboxylate C(C)(C)(C)OC(=O)N1CCC(CC1)C1=CC2=C(N=C(S2)C=2C=C(C=3N(C2)C=C(N3)C)Cl)S1.N1C=C(C=C1)CNS(=O)=O